C(C)(C)(C)OC(=O)N1CCC(CC1)(C1=NN=C(N1)C1=CC=NC=C1)NC=1C=C(C(=O)N[C@@H](C)C=2C=C(OCCCCCCOCCOCCOCCCCCC(=O)O)C=CC2)C=CC1 (S)-6-(2-(2-((6-(3-(1-(3-((1-(tert-butoxycarbonyl)-4-(5-(pyridin-4-yl)-4H-1,2,4-triazol-3-yl)piperidin-4-yl)amino)benzamido)ethyl)phenoxy)hexyl)oxy)ethoxy)ethoxy)hexanoic acid